OC1=CC=C2C(C(C3=C(OC(C3)C)C2=C1)=O)=O 8-hydroxy-2-methyl-2,3-dihydronaphtho[1,2-b]furan-4,5-dione